ethyl 2-{[6-(cyclopropylmethoxy)-5-(3-methoxyazetidin-1-yl)pyridine-2-carbonyl] amino}-2-ethyl-4-fluorobutanoate C1(CC1)COC1=C(C=CC(=N1)C(=O)NC(C(=O)OCC)(CCF)CC)N1CC(C1)OC